C(C)(C)(C)OC(N(C)C(C(=O)NC=1C=C2CN(C(C2=CC1)=O)C1C(NC(CC1)=O)=O)C1=CC=C(C=C1)C)=O (2-((2-(2,6-Dioxopiperidin-3-yl)-1-oxoisoindolin-5-yl)amino)-2-oxo-1-(p-tolyl)ethyl)(methyl)carbamic acid tert-butyl ester